BrC=1C(=NC(N(C1)C=1N=C(OC1C1=CC=CC=C1)C1=CC=C(C=C1)F)=O)N1N=CN=C1 5-bromo-1-(2-(4-fluorophenyl)-5-phenyloxazol-4-yl)-4-(1H-1,2,4-triazol-1-yl)pyrimidin-2(1H)-one